phenyl((isopropyl-d7)fluorophenyl)pyridine C1(=CC=CC=C1)C=1C(=NC=CC1)C1=C(C(=CC=C1)C(C(C([2H])([2H])[2H])([2H])[2H])([2H])[2H])F